2-({[4-(Dimethylamino)butanoyl]oxy}methyl)-3-[(3-pentyloctanoyl)oxy]-2-{[(3-pentyloctanoyl)oxy]methyl}propyl nonyl propanedioate C(CC(=O)OCCCCCCCCC)(=O)OCC(COC(CC(CCCCC)CCCCC)=O)(COC(CC(CCCCC)CCCCC)=O)COC(CCCN(C)C)=O